CNC(=O)C1=NC=C(C=C1)C1=CC2=C(C(CO2)NC)C=C1 N-methyl-5-(3-(methylamino)-2,3-dihydrobenzofuran-6-yl)pyridinecarboxamide